HEXAMETHYLENDIAMIN NCCCCCCN